CN(C)CC1CN(CCC1(O)C=1C=C(C(=O)N)C=CC1)CCC1=CC=CC=C1 3-(3-Dimethylaminomethyl-4-hydroxy-1-phenethyl-piperidin-4-yl)benzamide